C(#N)C=1NC2=CC=C(C(=C2C1)C)CN1CCC(CC1)N1C(N(C=2C=NC=CC21)C2=C(C(=O)N(C)C(C)C)C=C(C=C2)F)=O 2-(1-(1-((2-cyano-4-methyl-1H-indol-5-yl)methyl)piperidin-4-yl)-2-oxo-1,2-dihydro-3H-imidazo[4,5-c]pyridin-3-yl)-5-fluoro-N-isopropyl-N-methylbenzamide